C(=O)(O)C=1C(=[N+](C(=CC1)C(=O)O)[O-])SCC[Si](C)(C)C 3,6-Dicarboxy-2-((2-(trimethylsilyl)ethyl)thio)pyridine 1-oxide